6-Fluoro-7-(4-iodo-1-methyl-1H-pyrazol-5-yl)-4,4-dimethyl-spiro[chromane-2,1'-cyclopropane]-8-carbonitrile FC=1C=C2C(CC3(CC3)OC2=C(C1C1=C(C=NN1C)I)C#N)(C)C